CC1=CCCC([C@H]1/C=C/C(=O)C)(C)C (R)-α-ionone